BrC=1C=CC2=C(C(=CO2)COC2=C(C(=CC=C2)OC)CC(=O)OCC)C1 ethyl 2-(2-((5-bromobenzofuran-3-yl)methoxy)-6-methoxyphenyl)acetate